N(C(=O)N)C1(NC(=NC(=N1)N)N)N 2-Ureidomelamin